FC(C=1C=2C3=C(NC2C=CC1)CCN1C(C3)CCC1)(F)F 11-(trifluoromethyl)-1,2,3,5,6,7,12,12a-octahydropyrrolo[1',2':1,7]azepino[4,5-b]indole